4-((5-Fluoropyridin-2-yl)methyl)-N-((1-methylpiperidin-4-yl)methyl)-3,4-dihydroquinoxaline-1(2H)-carboxamide FC=1C=CC(=NC1)CN1CCN(C2=CC=CC=C12)C(=O)NCC1CCN(CC1)C